({2-[1-(2-aminoethyl)tetrahydro-1H-pyrrol-3-yl]ethyl}amino)methanoic acid NCCN1CC(CC1)CCNC(=O)O